CCCCCCCCCCCCCCCCCCCCCCCCCC(=O)SCCNC(=O)CCNC(=O)[C@@H](C(C)(C)COP(=O)([O-])OP(=O)([O-])OC[C@@H]1[C@H]([C@H]([C@@H](O1)N2C=NC3=C(N=CN=C32)N)O)OP(=O)([O-])[O-])O The molecule is a saturated fatty acyl-CoA(4-) oxoanion arising from deprotonation of the phosphate and diphosphate OH groups of hexacosanoyl-CoA; the major species at pH 7.3. It is a saturated fatty acyl-CoA(4-), a very long-chain acyl-CoA(4-) and a 3-substituted propionyl-CoA(4-). It is a conjugate base of a hexacosanoyl-CoA.